C12(CC(C1)C2)NS(=O)(=O)C=2C(=C(N(C2)C)C(=O)Cl)Cl 4-(N-(bicyclo[1.1.1]pentan-1-yl)sulfamoyl)-3-chloro-1-methyl-1H-pyrrole-2-carbonyl chloride